C1(CCCCC1)C(=O)N1C2CN(C(C1)C2)C2=NC=C(C=C2)C=2OC(=NN2)C(F)F Cyclohexyl(5-(5-(5-(difluoromethyl)-1,3,4-oxadiazol-2-yl)pyridin-2-yl)-2,5-diazabicyclo[2.2.1]heptan-2-yl)methanone